2-(5-(difluoromethyl)-6-fluoro-2-methoxypyridin-3-yl)-4-(methyl-d3)benzoic acid methyl ester COC(C1=C(C=C(C=C1)C([2H])([2H])[2H])C=1C(=NC(=C(C1)C(F)F)F)OC)=O